ClC=1C=C(C=CC1Cl)NC1N(C(=NC(=N1)N)N1CCOCC1)C1=CC=C(C=C1)F N-(3,4-Dichlorophenyl)-N1-(4-fluorophenyl)-6-morpholin-4-yl-[1,3,5]triazine-2,4-diamine